3-nitro-8-(1H-tetrazole-5-yl)pyrazolo[5,1-c][1,2,4]triazine-4-amine ammonium salt [NH4+].[N+](=O)([O-])C1=C(N2C(N=N1)=C(C=N2)C2=NN=NN2)N